[4,5-dimethyl-1,3-bis(2,4,6-trimethylphenyl)imidazol-2-ylidene][2-thienylmethylene]ruthenium dichloride CC=1N(C(N(C1C)C1=C(C=C(C=C1C)C)C)=[Ru](=CC=1SC=CC1)(Cl)Cl)C1=C(C=C(C=C1C)C)C